3,4-dimethylphenyl isothiocyanate CC=1C=C(C=CC1C)N=C=S